FC1=C(C=C(C=N1)N1N=C(C=CC1=O)C(=O)OC)C1=CN=NN1C methyl 1-[6-fluoro-5-(1-methyl-1H-1,2,3-triazol-5-yl)-3-pyridyl]-6-oxo-1,6-dihydropyridazine-3-carboxylate